Racemic-2-(3-(3-chloro-4-fluorophenyl)-1-(1-(1-oxo-1,2-dihydroisoquinolin-4-yl)ethyl)ureido)ethanesulfonamide ClC=1C=C(C=CC1F)NC(N([C@H](C)C1=CNC(C2=CC=CC=C12)=O)CCS(=O)(=O)N)=O |r|